C(C)(=O)N1CCN(CC1)[C@H]1C(=NN(C1)C(=O)N[C@H](C)C=1C=NC(=CC1)C(F)(F)F)C1=CC=C(C=C1)C (R)-4-(4-acetylpiperazin-1-yl)-3-(4-methylphenyl)-N-((R)-1-(6-(trifluoromethyl)pyridin-3-yl)ethyl)-4,5-dihydro-1H-pyrazole-1-carboxamide